OC=1C(=CC2=CC=CC=C2C1)C(=O)N[C@H](C(=O)N[C@@H](CC1=CN=C[NH2+]1)C=O)CC(C)C 5-((S)-2-((S)-2-(3-hydroxy-2-naphthamido)-4-methylpentanamido)-3-oxopropyl)-1H-imidazol-1-ium